tert-butyl 3-[4-[7-isopropoxy-6-[[6-(trifluoromethyl)pyridine-2-carbonyl]amino]imidazo[1,2-a]pyridin-2-yl]-1-piperidyl]propanoate C(C)(C)OC1=CC=2N(C=C1NC(=O)C1=NC(=CC=C1)C(F)(F)F)C=C(N2)C2CCN(CC2)CCC(=O)OC(C)(C)C